CN1N=CC(=C1C1=C(C=CC=C1)C(=O)N1[C@@H]2[C@@H](C[C@H](C1)C2)OC2=NC=C(C=C2)C(F)(F)F)C (2-(1,4-dimethyl-1H-pyrazol-5-yl)phenyl)((1S,4R,6R)-6-((5-(trifluoromethyl)pyridin-2-yl)oxy)-2-azabicyclo[2.2.1]heptan-2-yl)methanone